4'-(5-chloro-2-methoxyphenyl)-N-(6-(4-cyanophenyl)thiazolo[4,5-b]pyrazin-2-yl)-4-methyl-2-oxo-2H-[1,2'-bipyridine]-5'-carboxamide ClC=1C=CC(=C(C1)C1=CC(=NC=C1C(=O)NC=1SC=2C(=NC=C(N2)C2=CC=C(C=C2)C#N)N1)N1C(C=C(C=C1)C)=O)OC